ethan-1-amine-d6 C(C([2H])([2H])[2H])(N[2H])([2H])[2H]